3-[[(2R)-1-acetylazetidin-2-yl]methyl]-2-[[4-[2-(4-chloro-2-fluoro-phenyl)-2-methyl-1,3-benzodioxol-4-yl]-2-fluorophenyl]methyl]benzimidazole-5-carboxylic acid C(C)(=O)N1[C@H](CC1)CN1C(=NC2=C1C=C(C=C2)C(=O)O)CC2=C(C=C(C=C2)C2=CC=CC=1OC(OC12)(C)C1=C(C=C(C=C1)Cl)F)F